ClC=1C=C(C=CC1F)NC(=O)C=1N(C=C2C1OC[C@H]1[C@@H](NS2(=O)=O)CN(C1)C=1OC(=NN1)C)C (3aR,10aR)-N-(3-Chloro-4-fluorophenyl)-7-methyl-2-(5-methyl-1,3,4-oxadiazol-2-yl)-2,3,3a,4,10,10a-hexahydro-1H,7H-dipyrrolo[3,4-b:3',4'-f][1,4,5]oxathiazocin-8-carboxamid-5,5-dioxid